ClC=1C(=C(C=CC1)CC1CN(CCO1)C(=O)OC(C)(C)C)C=1N(N=CC1)C tertbutyl 2-[[3-chloro-2-(2-methylpyrazol-3-yl)phenyl]methyl]morpholine-4-carboxylate